FC=1N=C(SC1CN1[C@H](C[C@H](C1)OC1=NC=C2C(=N1)N(N=C2)C)C)NC(C)=O N-(4-fluoro-5-(((2S,4R)-2-methyl-4-((1-methyl-1H-pyrazolo[3,4-d]pyrimidin-6-yl)oxy)pyrrolidin-1-yl)methyl)thiazol-2-yl)acetamide